(2-(2-Aminoethoxy)ethoxy)-N-(2-(((4,5-dimethylthiazol-2-yl)amino)methyl)phenyl)propanamide NCCOCCOC(C(=O)NC1=C(C=CC=C1)CNC=1SC(=C(N1)C)C)C